(2S)-(N,N-BIS(4-METHOXYBENZYL)SULFAMOYL)HEX-5-ENOIC ACID COC1=CC=C(CN(S(=O)(=O)[C@H](C(=O)O)CCC=C)CC2=CC=C(C=C2)OC)C=C1